2-(2-methoxyphenyl)-4,5-diphenylimidazole COC1=C(C=CC=C1)C=1NC(=C(N1)C1=CC=CC=C1)C1=CC=CC=C1